FC=1C=C2CCO[C@H](C2=C(C1)[C@H](C(=O)O)N([C@@H]1C[C@H](CC1)OCCCCC1=NC=2NCCCC2C=C1)C)C (R)-2-((S)-6-fluoro-1-methylisochroman-8-yl)-2-(methyl((1S,3S)-3-(4-(5,6,7,8-tetrahydro-1,8-naphthyridin-2-yl)butoxy)cyclopentyl)amino)acetic acid